(E)-N-(5-(3-fluoro-styryl)-2-methoxyphenyl)-1-methyl-5-oxopyrrolidine-2-carboxamide FC=1C=C(/C=C/C=2C=CC(=C(C2)NC(=O)C2N(C(CC2)=O)C)OC)C=CC1